Tert-butyl 1-[(4-aminocyclohexyl)methyl]-4-[1-[1-[(4-methoxyphenyl) methyl]-2,6-dioxo-3-piperidyl]-3-methyl-2-oxo-benzimidazol-5-yl]piperidine-2-carboxylate NC1CCC(CC1)CN1C(CC(CC1)C1=CC2=C(N(C(N2C)=O)C2C(N(C(CC2)=O)CC2=CC=C(C=C2)OC)=O)C=C1)C(=O)OC(C)(C)C